[N+](=O)([O-])C1=CC=C(OC(=O)OCCCCC(=O)NC2=CC=C(C=C2)CCCCCCCCCCCCCCCCCCP(=O)=C(O)C[N+](C)(C)C)C=C1 18-[p-(5-(p-nitro-phenoxycarbonyloxy)pentanoylamino)phenyl]octadecyl-phosphorylcholine